NC1=NC=2C(=NC=C(C2)C(N)=O)N1C/C=C/CNC(OC(C)(C)C)=O tert-butyl (E)-(4-(2-amino-6-carbamoyl-3H-imidazo[4,5-b]pyridin-3-yl)but-2-en-1-yl)carbamate